dimethyl-thiazolo[4,5-d]pyrimidin-2-amine CC=1C2=C(N=C(N1)C)N=C(S2)N